COC1=C(C=C(C=C1)C1(CC1)C(C)=NNS(=O)(=O)C1=CC=C(C=C1)C)[N+](=O)[O-] N'-{1-[1-(4-methoxy-3-nitrophenyl)cyclopropyl]ethylidene}-4-methylbenzenesulfonhydrazide